[N+](=O)([O-])C=1C=C(C=NC1)C(F)(F)F 5-nitro-3-trifluoromethylpyridin